tert-butyl 8-bromo-3a,4,6,7-tetrahydro-1H-isochromeno[4,5-cd]azepine-5(3H)-carboxylate BrC1=CC=C2COCC3CN(CCC1=C32)C(=O)OC(C)(C)C